C(C)(=O)NC(C#C[Si](C)(C)C)=O N-acetyl-3-(trimethylsilyl)propiolamide